COC=1C=C2C(=CC=NC2=CC1OC)OC1=C(C=C(C=C1)N1C(N(CC1=O)C1=CC(=CC=C1)OC(F)(F)F)=O)C(C)C 3-{4-[(6,7-dimethoxy-4-quinolinyl)oxy]-3-isopropylphenyl}-1-[3-(trifluoromethoxy)phenyl]-2,4-imidazolidinedione